(S)-2-Amino-3-(2-fluoro-4-hydroxyphenyl)propanoic acid N[C@H](C(=O)O)CC1=C(C=C(C=C1)O)F